2-chloro-6-((6-fluoropyridin-3-yl)methoxy)pyrazine ClC1=NC(=CN=C1)OCC=1C=NC(=CC1)F